3-((3-(4-chlorophenethyl)-3-(ethoxy-methyl)pyrrolidin-1-yl)methyl)pyridine ClC1=CC=C(CCC2(CN(CC2)CC=2C=NC=CC2)COCC)C=C1